C(C)(C)(C)NC(=O)NC=1C(=CC2=C(O[C@@H](C(N2CC2=CC(=CC=C2)C(F)F)=O)C)C1)C#N (R)-1-(tert-butyl)-3-(6-cyano-4-(3-(difluoromethyl)benzyl)-2-methyl-3-oxo-3,4-dihydro-2H-benzo[b][1,4]oxazin-7-yl)urea